C(CC)S(=O)(=O)OF perfluoro propyl-sulfonate